4-bromo-2-cyclopropoxybenzaldehyde BrC1=CC(=C(C=O)C=C1)OC1CC1